2-(4-(2-propyl-2H-tetrazol-5-yl)phenyl)ethylamine C(CC)N1N=C(N=N1)C1=CC=C(C=C1)CCN